2-Chloro-4-(8-(4-(2-(4-(3-((2,6-dioxopiperidin-3-yl)amino)phenyl)piperazin-1-yl)-7-azaspiro[3.5]nonane-7-carbonyl)-2-fluorophenyl)-3-methyl-2,8-diazaspiro[4.5]decan-2-yl)benzonitrile ClC1=C(C#N)C=CC(=C1)N1CC2(CC1C)CCN(CC2)C2=C(C=C(C=C2)C(=O)N2CCC1(CC(C1)N1CCN(CC1)C1=CC(=CC=C1)NC1C(NC(CC1)=O)=O)CC2)F